3-(1-cyclopropyl-3-phenyl-1H-pyrazole-4-carboxamido)-2-oxo-4-phenylbutanoic Acid C1(CC1)N1N=C(C(=C1)C(=O)NC(C(C(=O)O)=O)CC1=CC=CC=C1)C1=CC=CC=C1